N1(N=CC=C1)C1CCN(CC1)C(=O)C1=NC2=CC=C(C=C2C(=C1)C(=O)O)OCC=1SC2=C(N1)C=CC=C2 2-(4-(1H-pyrazol-1-yl)piperidine-1-carbonyl)-6-(benzo[d]thiazol-2-ylmethoxy)quinoline-4-carboxylic acid